O1CCC2=C1C=CC=C2NC2CCC(CC2)N N1-(2,3-dihydrobenzofuran-4-yl)cyclohexane-1,4-diamine